The molecule is a tirucallane triterpenoid that is (13alpha,14beta,17alpha,20S)-lanosta-7,24-diene substituted by an oxo group at position 3 and a methoxy group at position 23 (the 23S stereoisomer). It has been isolated from the stem and stem barks of Cornus walteri. It has a role as a plant metabolite. It is a tirucallane triterpenoid, a cyclic terpene ketone and an ether. C[C@@H](C[C@@H](C=C(C)C)OC)[C@@H]1CC[C@]2([C@]1(CC[C@H]3C2=CC[C@@H]4[C@@]3(CCC(=O)C4(C)C)C)C)C